FC1=CC=C(C=C1)C(CCC)O 1-(4-fluoro-phenyl)-butan-1-ol